C(C(C)C)C1N2CCCC(N(C(C(NC(C(NC(C(N(C(CNC(CNC1=O)=O)=O)C)CC(C)C)=O)CC=1N=CC3=CC=CC=C3C1)=O)C)=O)C)C2=O 2,11-bis(isobutyl)-14-[(3-isoquinolyl)methyl]-10,19-dimethyl-17-methyl-1,4,7,10,13,16,19-heptaazabicyclo[18.3.1]tetracosane-3,6,9,12,15,18,24-heptone